NC(CNC(C=C)=O)=O N-(2-amino-2-oxoethyl)acrylamide